ClC1=NC(=NC=C1)NCC=1N=C2N(C=C(C=C2N2CCN(CC2)C)C2CC2)C1 4-chloro-N-((6-cyclopropyl-8-(4-methylpiperazin-1-yl)imidazo[1,2-a]pyridin-2-yl)methyl)pyrimidin-2-amine